2-ethyl-5-methyl-1,3-dioxolane-4-one C(C)C1OC(C(O1)=O)C